ClC1=NC=C(C(=C1)C1=C(C=NC(=C1)C)C(=O)NC=1SC2=C(N1)CC[C@@H](C2)C(=O)NC2CC(C2)O)OC (S)-2-(2'-chloro-5'-methoxy-6-methyl-[4,4'-bipyridine]-3-carboxamido)-N-((1r,3S)-3-hydroxycyclobutyl)-4,5,6,7-tetrahydrobenzo[d]thiazole-6-carboxamide